(±)-(4aR,13bS)-4-methyl-10-(6-methylpyridin-3-yl)-1,2,3,4,4a,5,6,13b-octahydro-8H-[1,6]naphthyridino[5,6-b]quinazolin-8-one CN1CCC[C@H]2[C@H]1CCN1C2=NC2=CC=C(C=C2C1=O)C=1C=NC(=CC1)C |r|